3-(1-(3-aminopropyl)-1H-1,2,3-triazol-4-yl)-N-(3-(N-((1,2,3,5,6,7-hexahydro-s-indacen-4-yl)carbamoyl)sulfamoyl)phenyl)propanamide NCCCN1N=NC(=C1)CCC(=O)NC1=CC(=CC=C1)S(NC(NC1=C2CCCC2=CC=2CCCC12)=O)(=O)=O